C(C)(C)OCO[Si](OC)(OC)C1=CC=CC=C1 Isopropoxyphenyltrimethoxysilane